(2S)-{(1S)-1-CYANO-2-[4-(3-METHYL-2-OXO-2,3-DIHYDRO-1,3-BENZOXAZOL-5-YL)PHENYL]ETHYL}-1,4-OXAZEPANE-2-CARBOXAMIDE C(#N)[C@H](CC1=CC=C(C=C1)C=1C=CC2=C(N(C(O2)=O)C)C1)[C@@]1(OCCCNC1)C(=O)N